[N-](S(=O)(=O)C(F)(F)F)S(=O)(=O)C(F)(F)F.C(=O)(O)CN1CN(C=C1)C 1-carboxymethyl-3-methylimidazole bis(trifluoromethanesulfonyl)imide salt